ClC=1C=C(C=CC1)[C@@]1(C(N(C=2C1=NC=CC2)C)=O)O (R)-3-(3-chlorophenyl)-3-hydroxy-1-methyl-1,3-dihydro-2H-pyrrolo[3,2-b]pyridin-2-one